C1(CC1)N1C([C@H]2N(CC1)CCNC2)=O (S)-2-cyclopropylhexahydro-2H-pyrazino[1,2-a]pyrazin-1(6H)-one